FC1(CCN(CCC1)C1=NC(=CC=C1C(=O)NC1=CC(=CC=C1)S(=O)(=O)C)C)F 2-(4,4-difluoroazepan-1-yl)-6-methyl-N-(3-methylsulfonylphenyl)pyridine-3-carboxamide